(N-(3-(3-benzyl-4-oxo-3,4-dihydro-phthalazin-1-yl)benzyl)sulfamoyl)carbamic acid tert-butyl ester C(C)(C)(C)OC(NS(NCC1=CC(=CC=C1)C1=NN(C(C2=CC=CC=C12)=O)CC1=CC=CC=C1)(=O)=O)=O